3-[tert-butyl-(diphenyl)silyl]oxy-2,2-difluoro-N-[2-(5-methoxy-1H-pyrrolo[2,3-c]pyridin-3-yl)-1-methyl-ethyl]propan-1-amine C(C)(C)(C)[Si](OCC(CNC(CC1=CNC2=CN=C(C=C21)OC)C)(F)F)(C2=CC=CC=C2)C2=CC=CC=C2